ClC1=CC=C(C=C1)C#CBr 4-chlorophenylethynylbromide